C(C1=CC=CC=C1)C1CC(N(C2=CC(=CC=C12)Cl)C)=O 4-benzyl-7-chloro-1-methyl-3,4-dihydroquinolin-2(1H)-one